C(N)(=O)C=1C=C(C(=C2C(=C(NC12)C)C)N1C[C@@H]([C@@H](CC1)F)NC(OC(C)(C)C)=O)F tert-butyl ((3S,4R)-1-(7-carbamoyl-5-fluoro-2,3-dimethyl-1H-indol-4-yl)-4-fluoropiperidin-3-yl)carbamate